4'-(3-hydroxypropyl)propiophenone OCCCC1=CC=C(C=C1)C(CC)=O